ClC1=C(C(=O)N2COC3=C(C2)C=CC=C3C3=CC(=C(C(=O)OC)C=C3F)N3C2COCC3CC2)C(=CC(=C1)N1CC2(C1)CC(C2)O)Cl methyl 4-[3-[2,6-dichloro-4-(6-hydroxy-2-azaspiro[3.3]heptan-2-yl)benzoyl]-2,4-dihydro-1,3-benzoxazine-8-yl]-5-fluoro-2-(3-oxa-8-azabicyclo[3.2.1]octan-8-yl)benzoate